N(=C=O)C1=CC=C(C=C1)N(C1=CC=C(C=C1)N=C=O)C1=CC=C(C=C1)N=C=O tri(p-isocyanatophenyl)amine